FC1CC(C1)N (1s,3s)-3-fluorocyclobutan-1-amine